N1=CN=C2NC=NC2=C1C=1C(=NC=CC1)NC=1C=CC(=C(C1)NC(C1=CC(=C(C=C1)OC)OC(F)(F)F)=O)F N-(5-(3-(9H-purin-6-yl)pyridin-2-ylamino)-2-fluorophenyl)-4-methoxy-3-(trifluoromethoxy)benzamid